NCC12C(CN(C1)C1=CC(N(C(=N1)C)C1=C(C(=CC=C1)Cl)Cl)=O)CCC2 6-[3a-(aminomethyl)-octahydrocyclopenta[c]pyrrol-2-yl]-3-(2,3-dichlorophenyl)-2-methyl-3,4-dihydropyrimidin-4-one